ClCCCNCCCCl Bis(3-chloropropyl)amine